NC1=NC(=CC=C1C=1C(=NC2=CC(=CC=C2C1)F)O)N (2,6-diaminopyridin-3-yl)-7-fluoroquinolin-2-ol